3,7-Dimethyl-Octan-1-Al CC(CC=O)CCCC(C)C